2-chloro-4-[(2,2-difluoroethyl)(methyl)amino]-N-[(1s,4s)-4-{[2-(trifluoromethyl)imidazo[1,2-a]pyridin-5-yl]amino}cyclohexyl]benzamide ClC1=C(C(=O)NC2CCC(CC2)NC2=CC=CC=3N2C=C(N3)C(F)(F)F)C=CC(=C1)N(C)CC(F)F